NC1(CC=C(C(=O)NC2=CC=CC=C2)C=C1)N 4,4-diaminobenzanilide